C(C)(C)(C)C(C(=O)OCC(C)(C)C)C(C(=O)OCC(C)(C)C)C(C)(C)C dineopentyl 2,3-di-tert-butylsuccinate